OC=1C(=CC2=CN(N=C2C1C)C)C1=NC=2C=CN(C(C2C=C1)=O)[C@@H]1C[C@@H](NCC1)C 2-(6-hydroxy-2,7-dimethyl-indazol-5-yl)-6-[(2S,4S)-2-methyl-4-piperidyl]-1,6-naphthyridin-5-one